(S)-(4-(4-methylpyrazolo[1,5-a]pyridin-2-yl)-6,7-dihydro-1H-imidazo[4,5-c]pyridin-5(4H)-yl)(5-(1-(trifluoromethyl)-1H-pyrazol-4-yl)-1,3,4-oxadiazol-2-yl)methanone CC=1C=2N(C=CC1)N=C(C2)[C@H]2N(CCC1=C2N=CN1)C(=O)C=1OC(=NN1)C=1C=NN(C1)C(F)(F)F